O[C@H](/C=C/[C@@H]1[C@H](C(C=C1)=O)CCCC/C=C/C(=O)O)C[C@H](CCCC)C (E)-7-((1r,2s)-2-((3s,5s,E)-3-hydroxy-5-methylnon-1-en-1-yl)-5-oxocyclopent-3-en-1-yl)hept-2-enoic acid